p-hydroxymethyl-N,N-dimethylaniline OCC1=CC=C(N(C)C)C=C1